[N+](=O)([O-])C1=CC=C(CN2C([C@@H](CC2)N2CCC(CC2)C2=CC=C(C=C2)NS(=O)(=O)C)=O)C=C1 (R)-N-(4-(1-(1-(4-nitrobenzyl)-2-oxopyrrolidin-3-yl)piperidin-4-yl)phenyl)methanesulfonamide